N-(4-fluoro-3-(6-((5-methylthiazol-2-yl)amino)-1-(2,2,2-trifluoroethyl)-1H-pyrrolo[3,2-c]pyridin-4-yl)phenyl)acrylamide FC1=C(C=C(C=C1)NC(C=C)=O)C1=NC(=CC2=C1C=CN2CC(F)(F)F)NC=2SC(=CN2)C